C(C)(=O)OC1(CN(C1)CC1=CC(=C(C=C1)N1CC(C1)C1=C(C=CC=C1Cl)Cl)F)C 1-(4-(3-(2,6-dichlorophenyl)azetidin-1-yl)-3-fluorobenzyl)-3-methylazetidin-3-yl acetate